(S)-6-((4-((2-hydroxy-1-phenylethyl)amino)-5-(3-methyl-1,2,4-oxadiazol-5-yl)pyridin-2-yl)amino)-1-isopropyl-2-(methoxymethyl)-1,2-dihydro-3H-pyrazolo[3,4-b]pyridin-3-one OC[C@H](C1=CC=CC=C1)NC1=CC(=NC=C1C1=NC(=NO1)C)NC1=CC=C2C(=N1)N(N(C2=O)COC)C(C)C